C(C)OC(C(=CC1=CC(=C(C=C1)O)OC)C#N)=O Ethyl-2-cyano-3-(4-hydroxy-3-methoxy phenyl)acrylate